The molecule is an N-acyl-L-alpha-amino acid anion arising from deprotonation of both carboxy groups of N-acetyl-L-2-aminoadipic acid; major species at pH 7.3. It has a role as a metabolite. It is a N-acyl-L-alpha-amino acid anion and a dicarboxylic acid dianion. It is a conjugate base of a N-acetyl-L-2-aminoadipic acid. CC(=O)N[C@@H](CCCC(=O)[O-])C(=O)[O-]